ClC1=CNC2=C(C=CC(=C12)C(F)(F)F)NS(=O)(=O)C=1C=NN(C1)CC(F)F N-[3-Chloro-4-(trifluoromethyl)-1H-indol-7-yl]-1-(2,2-difluoroethyl)pyrazol-4-sulfonamid